Methyl (1R,3S,4R,6S)-4-{[(benzyloxy)carbonyl]amino}-7-oxabicyclo[4.1.0]heptane-3-carboxylate C(C1=CC=CC=C1)OC(=O)N[C@H]1[C@H](C[C@H]2O[C@H]2C1)C(=O)OC